N-(4-(5,6,7,8-tetrahydro-1,8-naphthyridin-2-yl)butyl)cyclopropanamine hydrochloride Cl.N1=C(C=CC=2CCCNC12)CCCCNC1CC1